bis(dimethyl t-butylsilyl) ether C[Si](C(C)(C)C)(C)O[Si](C(C)(C)C)(C)C